ClC1=C(CN2CC(CC2)CN2C(NC3=C2C=C(C=C3)C(=O)O)=O)C=CC(=C1)Cl 3-((1-(2,4-dichlorobenzyl)pyrrolidin-3-yl)methyl)-2-oxo-2,3-dihydro-1H-benzo[d]imidazole-5-carboxylic acid